(2-chloro-4-fluoro-phenyl)-[(1S,5R)-8-[6-(2,2-dimethylpropylsulfonyl)-3-ethyl-benzimidazol-4-yl]-3,8-diazabicyclo[3.2.1]octan-3-yl]methanone ClC1=C(C=CC(=C1)F)C(=O)N1C[C@@H]2CC[C@H](C1)N2C2=CC(=CC=1N=CN(C12)CC)S(=O)(=O)CC(C)(C)C